COC(C)(C)OC1=C(C(=CC(=C1)CCCCC)OC(C)(C)OC)C1C(CCC(=C1)C)C(=C)C 2',6'-bis((2-methoxypropan-2-yl)oxy)-5-methyl-4'-pentyl-2-(prop-1-en-2-yl)-1,2,3,4-tetrahydro-1,1'-biphenyl